6-(1-(8-Cyclopropyl-8-azabicyclo[3.2.1]octan-3-yl)piperidin-4-yl)-2-(3-fluoro-4-(methylsulfonyl)phenyl)-4-methyl-1H-benzo[d]imidazol C1(CC1)N1C2CC(CC1CC2)N2CCC(CC2)C=2C=C(C1=C(NC(=N1)C1=CC(=C(C=C1)S(=O)(=O)C)F)C2)C